2-(3-fluoro-5-(morpholinomethyl)phenyl)-N4-cyclopropyl-5-(trifluoromethyl)pyrimidine-2,4-diamine FC=1C=C(C=C(C1)CN1CCOCC1)C1(NC=C(C(=N1)NC1CC1)C(F)(F)F)N